C1(CCC1)C1CNCC1 3-cyclobutylpyrrolidine